[C].C(CCCCCCCCCCC)(=O)O (lauric acid) carbon